ethylimidazole sulfide C(C)C1=[N+](C=CN1)[S-]